1-(((1R,4R)-4-hydroxy-4-(trifluoromethyl)cyclohexyl)methyl)-3,7-dimethyl-1H-purine-2,6(3H,7H)-dione OC1(CCC(CC1)CN1C(N(C=2N=CN(C2C1=O)C)C)=O)C(F)(F)F